tert-butyl ((5-([1,1'-biphenyl]-3-ylthio)thiazol-2-yl)methyl)carbamate C1(=CC(=CC=C1)SC1=CN=C(S1)CNC(OC(C)(C)C)=O)C1=CC=CC=C1